C(C)NC=1C=C(C=C2C(C(NC12)=O)(C)N1C[C@@H](CCC1)CC1=CC=C(C#N)C=C1)F 4-[[(3s)-1-[7-(ethylamino)-5-fluoro-3-methyl-2-oxo-indolin-3-yl]-3-piperidyl]methyl]benzonitrile